1-(9Z-heptadecenoyl)-2-(11Z-docosenoyl)-glycero-3-phosphocholine CCCCCCCCCC/C=C\CCCCCCCCCC(=O)O[C@H](COC(=O)CCCCCCC/C=C\CCCCCCC)COP(=O)([O-])OCC[N+](C)(C)C